4-(tert-Butyl)-N-iso-butyl-1H-imidazole-1-carboxamide C(C)(C)(C)C=1N=CN(C1)C(=O)NCC(C)C